N=1C=2N(C=C(C1)C(=O)N)C=CC2 Azolo[1,5-a]pyrimidine-3-carboxamide